BrC=1C(=NC(=NC1I)N1CCOCC1)I 4-(5-bromo-4,6-diiodopyrimidin-2-yl)morpholine